N-benzyl-1-(5-bromo-2-nitrophenyl)methanimine C(C1=CC=CC=C1)N=CC1=C(C=CC(=C1)Br)[N+](=O)[O-]